C(N)(=O)C=1C=CC2=C(N=C(C3=CC=NC=C23)NCCNC(OC(C)(C)C)=O)C1 tert-butyl (2-((8-carbamoylbenzo[c][2,6]naphthyridin-5-yl)amino)ethyl)carbamate